C(C1=CC=CC=C1)N1CC2=NC(=C(N=C2CC1CO)N1CCC(CC1)OC1=C(C=C(C=C1)F)F)C=1C=NN(C1)C (6-benzyl-2-(4-(2,4-difluorophenoxy)piperidin-1-yl)-3-(1-methyl-1H-pyrazol-4-yl)-5,6,7,8-tetrahydropyrido[3,4-b]pyrazin-7-yl)methanol